O1CCN(CC1)CCCC1=CC=2C(=NC=CC2C=2C=C3C(=NNC3=CC2)N)N1 5-(2-(3-morpholinopropyl)-1H-pyrrolo[2,3-b]pyridin-4-yl)-1H-indazol-3-amine